N-isopropylquinazolin-4-amine C(C)(C)NC1=NC=NC2=CC=CC=C12